ethyl 5-(2-(tert-butylamino)-2-oxoacetyl)-1,2,4-trimethyl-1H-pyrrole-3-carboxylate C(C)(C)(C)NC(C(=O)C1=C(C(=C(N1C)C)C(=O)OCC)C)=O